N-(2-((1R,3S)-3-aminocyclopentane-1-carboxamido)ethyl)-4-((3-(1-(2,2-difluoroethyl)-3-(trifluoromethyl)-1H-pyrazol-4-yl)imidazo[1,2-a]pyrazin-8-yl)amino)-2-ethylbenzamide N[C@@H]1C[C@@H](CC1)C(=O)NCCNC(C1=C(C=C(C=C1)NC=1C=2N(C=CN1)C(=CN2)C=2C(=NN(C2)CC(F)F)C(F)(F)F)CC)=O